tert-butyl (1-((9-bromo-5-oxo-2,3,4,5-tetrahydrobenzo[f][1,4]oxazepin-7-yl)methyl)-3-methyl-1,3-dihydro-2H-imidazol-2-ylidene)carbamate BrC1=CC(=CC=2C(NCCOC21)=O)CN2C(N(C=C2)C)=NC(OC(C)(C)C)=O